4-(Pyridin-2-yl)piperidine N1=C(C=CC=C1)C1CCNCC1